(4aS,8aR)-6-[4-[[2-chloro-4-(trifluoromethoxy)phenoxy]methyl]piperidine-1-carbonyl]-4,4a,5,7,8,8a-hexahydropyrido[4,3-b][1,4]oxazin-3-one ClC1=C(OCC2CCN(CC2)C(=O)N2C[C@H]3[C@H](OCC(N3)=O)CC2)C=CC(=C1)OC(F)(F)F